[Cl-].C(CCCCCCC\C=C/CCCCCCCC)(=O)C(C[N+](C)(C)C)CC(CCCCCCC\C=C/CCCCCCCC)=O (2,3-dioleoyl-propyl)-trimethylammonium-chloride salt